(R)-1-(2-chlorophenyl)ethyl (5-(4-(3-cyano-2,2-difluorocyclopropane-1-carboxamido)phenyl)-3-methylisoxazol-4-yl)carbamate C(#N)C1C(C1C(=O)NC1=CC=C(C=C1)C1=C(C(=NO1)C)NC(O[C@H](C)C1=C(C=CC=C1)Cl)=O)(F)F